3-(3-chloro-4-fluorophenyl)-1-((R)-3-hydroxybutyl)-1-(1(R)-(1-oxo-1,2-dihydroisoquinolin-4-yl)ethyl)urea ClC=1C=C(C=CC1F)NC(N([C@H](C)C1=CNC(C2=CC=CC=C12)=O)CC[C@@H](C)O)=O